ClC1=C(C=CC(=C1)C(=O)N1[C@H]([C@@H](N(CC1)C1=CC(=CC=C1)Cl)C)C)S(=O)C(C(=O)OC(C)CC)C (±)-sec-Butyl 2-((2-chloro-4-(4-(3-chlorophenyl)-trans-2,3-dimethylpiperazine-1-carbonyl)phenyl)sulfinyl)propanoate